C(C)OC(=O)C1=CC=2OCCNC2S1 3,4-dihydro-2H-thieno[3,2-b][1,4]oxazine-6-carboxylic acid ethyl ester